O=C1NC(CCC1N1C=NC2=C1C=C(C=C2)C#CCNC(C2=NC=C(C=C2)C=2N=CC1=C(C=CC=C1C2)C2=CC1=C(N(C(N1C)=O)C)C(=C2)C(C)C)=O)=O N-(3-(1-(2,6-Dioxopiperidin-3-yl)-1H-benzo[d]imidazol-6-yl)prop-2-yn-1-yl)-5-(8-(7-isopropyl-1,3-dimethyl-2-oxo-2,3-dihydro-1H-benzo[d]imidazol-5-yl)isoquinolin-3-yl)picolinamide